(S)-6-(((1-(1-(difluoromethyl)cyclopropyl)-1H-1,2,3-triazol-4-yl)(1-methoxyisoquinolin-5-yl)methyl)amino)-4-(neopentylamino)quinoline-3,8-dicarbonitrile FC(C1(CC1)N1N=NC(=C1)[C@H](C1=C2C=CN=C(C2=CC=C1)OC)NC=1C=C2C(=C(C=NC2=C(C1)C#N)C#N)NCC(C)(C)C)F